CC1=CC=C(S(=O)O)C=C1 4-methylthiabenzoic acid